2-propyl butyrate C(CCC)(=O)OC(C)C